C(C1=CC=CC=C1)[N+](CCCS(=O)(=O)[O-])(C)C 3-[Benzyl(dimethyl)azaniumyl]propane-1-sulfonate